BrC=1C=2N(C=C(C1)[C@H](C)OC)C=C(N2)C(=O)O |o1:7| (S or R)-8-bromo-6-(1-methoxyethyl)imidazo[1,2-a]pyridine-2-carboxylic acid